(1r,3r)-3-(3-(6-((1,4-oxaazepan-4-yl)methyl)-1-oxo-4-(trifluoromethyl)isoindolin-2-yl)phenyl)-3-((4-methyl-4H-1,2,4-triazol-3-yl)methyl)cyclobutane-1-carbonitrile O1CCN(CCC1)CC1=CC(=C2CN(C(C2=C1)=O)C=1C=C(C=CC1)C1(CC(C1)C#N)CC1=NN=CN1C)C(F)(F)F